[13C]([13CH2][13CH2][13CH2][13CH2][13CH2]CCCC)(=O)O [1,2,3,4,5,6-13C6]decanoic acid